propargyl-oxadiazine C(C#C)C1=NNOC=C1